tert-Butyl (3R,4R)-3-fluoro-4-(4-(4,4,5,5-tetramethyl-1,3,2-dioxaborolan-2-yl)-1H-pyrazol-1-yl)piperidine-1-carboxylate F[C@@H]1CN(CC[C@H]1N1N=CC(=C1)B1OC(C(O1)(C)C)(C)C)C(=O)OC(C)(C)C